C[Si](CCOCOC1=NC=NC=2N(C3=CC(=CC=C3C21)N2CCC1(CCN(C1)C(=O)OC(C)(C)C)CC2)COCC[Si](C)(C)C)(C)C tert-butyl 8-(4-((2-(trimethylsilyl)ethoxy)methoxy)-9-((2-(trimethylsilyl)ethoxy)methyl)-9H-pyrimido[4,5-b]indol-7-yl)-2,8-diazaspiro[4.5]decane-2-carboxylate